CCC(C(=O)O)(C)OC1=CC=C(C=C1)O methyl-2-(4-hydroxyphenoxy)-2-methylpropanoic acid